C(C)NC(=O)NC1=NN(C(=C1)CN1CCN(CC1)C=1C(=NC(=CC1)N1N=CC=C1)C)C 1-ethyl-3-(1-methyl-5-((4-(2-methyl-6-(1H-pyrazol-1-yl)pyridin-3-yl)piperazin-1-yl)methyl)-1H-pyrazol-3-yl)urea